2-((2-ethyl-6-(6-(4-(piperidin-4-ylamino)piperidin-1-yl)pyridin-3-yl)imidazo[1,2-a]pyridin-3-yl)(methyl)amino)-4-(4-fluorophenyl)thiazole-5-carbonitrile C(C)C=1N=C2N(C=C(C=C2)C=2C=NC(=CC2)N2CCC(CC2)NC2CCNCC2)C1N(C=1SC(=C(N1)C1=CC=C(C=C1)F)C#N)C